NC1=NC(N(C2=CC(=CC=C12)C(F)(F)F)[C@H]1COCCC1)=O (R)-4-amino-1-(tetrahydro-2H-pyran-3-yl)-7-(trifluoromethyl)quinazolin-2(1H)-one